3-(3-(4-isopropoxyphenoxy)azetidin-1-yl)-2-(1H-pyrrol-1-yl)benzoic acid C(C)(C)OC1=CC=C(OC2CN(C2)C=2C(=C(C(=O)O)C=CC2)N2C=CC=C2)C=C1